2-[4-[(3S)-3-Pyrimidin-5-ylisoxazolidine-2-carbonyl]-1-piperidyl]pyrimidine-4-carboxamide N1=CN=CC(=C1)[C@H]1N(OCC1)C(=O)C1CCN(CC1)C1=NC=CC(=N1)C(=O)N